C(C1=CC=CC=C1)NC(N([C@@H]1CC[C@H](CC1)NC1=NC=C(C=N1)C(F)(F)F)C1=CC=C(C=C1)C=1C=NN(C1)C)=O 3-benzyl-1-(4-(1-methyl-1H-pyrazol-4-yl)phenyl)-1-(trans-4-((5-(trifluoromethyl)pyrimidin-2-yl)amino)cyclohexyl)urea